4-(hydroxymethyl)-1-methyl-piperidin-2-one OCC1CC(N(CC1)C)=O